C1(CCCCC1)[NH3+].N[C@@H](CCCNC(N)=N)C(=O)[O-] arginine cyclohexyl-ammonium salt